ClC1=CC=C(C=C1)C=1C=C(C(N(N1)C1=CC(=NN1)C)=O)C(=O)NC(CO)C 6-(4-chlorophenyl)-N-(1-hydroxy-prop-2-yl)-2-(3-methyl-1H-pyrazol-5-yl)-3-oxo-2,3-dihydropyridazine-4-carboxamide